NC1=NC=C(C2=C1COC2)NC(C(=O)N2C(CCC(C2)C)C=2C=C1CCC(NC1=CC2)=O)=O N-(4-amino-1,3-dihydro-furo[3,4-c]pyridin-7-yl)-2-(5-methyl-2-(2-oxo-1,2,3,4-tetrahydroquinolin-6-yl)piperidin-1-yl)-2-oxoacetamide